BrC=1C=C(C=CC1)S(=O)(=O)N1CCN(CC1)C(=O)[C-]1C=CC=C1.[CH-]1C=CC=C1.[Fe+2] (4-((3-bromophenyl)sulfonyl)piperazin-1-yl)(ferrocenyl)methanone